O[C@H](COC=1C=C(C=CC1)S(=O)(=O)NC)CNC1COC2(C1)CCN(CC2)S(=O)(=O)C=2C=C(C=CC2)C2=CC=C(C=C2)CNCC(F)(F)F 3-((2S)-2-hydroxy-3-(8-(4'-((2,2,2-trifluoroethylamino)methyl)biphenyl-3-ylsulfonyl)-1-oxa-8-azaspiro[4.5]decan-3-ylamino)propoxy)-N-methylbenzenesulfonamide